(3-methoxypropyl)-1,2,4-thiadiazole-3,5-diamine COCCCNC1=NSC(=N1)N